3-methoxy-4-{[3-(4-{[(1r,4r)-4-(morpholin-4-yl)cyclohexyl]amino}-1-(2,2,2-trifluoroethyl)-1H-indol-2-yl)prop-2-yn-1-yl]amino}benzene-1-sulfonamide COC=1C=C(C=CC1NCC#CC=1N(C2=CC=CC(=C2C1)NC1CCC(CC1)N1CCOCC1)CC(F)(F)F)S(=O)(=O)N